CN(CCCNC(=O)C1=NC2=CC=CC=C2N=C1NSC1=CC=C(C=C1)Cl)C N-(3-(dimethylamino)propyl)-3-((4-chlorophenylthio)amino)quinoxaline-2-carboxamide